N-(1-(2-(cyclopropanesulfonamido)thiazol-4-yl)cyclopropyl)-2-naphthamide C1(CC1)S(=O)(=O)NC=1SC=C(N1)C1(CC1)NC(=O)C1=CC2=CC=CC=C2C=C1